C(#N)C=1C=NC(=C(C(=O)OC)C1)N1CCCC1 methyl 5-cyano-2-(pyrrolidin-1-yl)nicotinate